[C@H]1([C@H](O)[C@H](O)[C@@H](O)[C@@H](O1)C)/C(/C(=O)N)=C\C1=CC(OC)=C(O)C=C1 (beta-L-rhamnosyl)ferulic acid amide